N'-((4-cyano-2,6-diisopropylphenyl)carbamoyl)-3,5-bis(2-hydroxypropan-2-yl)benzenesulfonimidamide C(#N)C1=CC(=C(C(=C1)C(C)C)NC(=O)N=S(=O)(N)C1=CC(=CC(=C1)C(C)(C)O)C(C)(C)O)C(C)C